ClC1=CC2=C(N(C(N=C2N2[C@H](CN(CC2)C(C=C)=O)C)=O)C2=NC=NC=C2C(C)C)N=C1C1=C(C=CC=C1)F 6-Chloro-7-(2-fluorophenyl)-4-((2S)-2-methyl-4-(2-propenoyl)-1-piperazinyl)-1-(5-(2-propanyl)-4-pyrimidinyl)pyrido[2,3-d]pyrimidin-2(1H)-one